5-(4-((1-(4-((S)-2-(3-Chloro-4-cyanophenyl)-3-methyl-2,8-diazaspiro[4.5]decan-8-yl)benzoyl)piperidin-4-yl)meth-yl)piperazin-1-yl)-N-(2,6-dioxopiperidin-3-yl)picolinamide ClC=1C=C(C=CC1C#N)N1CC2(C[C@@H]1C)CCN(CC2)C2=CC=C(C(=O)N1CCC(CC1)CN1CCN(CC1)C=1C=CC(=NC1)C(=O)NC1C(NC(CC1)=O)=O)C=C2